2-(6-((2S,5R)-4-(1-(3,3-dimethyl-2,3-dihydrobenzo[b][1,4]dioxin-6-yl)ethyl)-5-ethyl-2-methylpiperazin-1-yl)-3-ethyl-9-methyl-2-oxo-3,9-dihydro-2H-purin-8-yl)acetonitrile CC1(OC2=C(OC1)C=CC(=C2)C(C)N2C[C@@H](N(C[C@H]2CC)C=2C=1N=C(N(C1N(C(N2)=O)CC)C)CC#N)C)C